3-acrylamido-N-(5-(3,5-dimethoxyphenethyl)-1H-pyrazol-3-yl)benzamide C(C=C)(=O)NC=1C=C(C(=O)NC2=NNC(=C2)CCC2=CC(=CC(=C2)OC)OC)C=CC1